The molecule is a tetracyclic triterpenoid isolated from the stems of Aglaia abbreviata. It has a role as a plant metabolite. It is a butenolide, a tetracyclic triterpenoid and an acetate ester. CC(=O)O[C@@H]1CC[C@@]2([C@H]3CC[C@@H]4[C@H](CC[C@]4([C@@]3(CC[C@H]2C1(C)C)C)C)[C@@]5(C=CC(=O)O5)C)C